O1C=NC(=C1)C1=C2CCOC(C2=CC=C1)CNC(OC(C)(C)C)=O tert-Butyl (5-(oxazol-4-yl)isochroman-1-yl)methylcarbamate